FC(C1=NN=C(S1)N1C2=C(C3=CC=C(C=C13)S(=O)(=O)N)C(=NC=N2)N2CCN(CC2)C2=NC=CC=C2)F 9-(5-(difluoromethyl)-1,3,4-thiadiazol-2-yl)-4-(4-(pyridin-2-yl)piperazin-1-yl)-9H-pyrimido[4,5-b]indole-7-sulfonamide